vinyl stearate (n-octadecanoate) C(CCCCCCCCCCCCCCCCC)(=O)O.C(CCCCCCCCCCCCCCCCC)(=O)OC=C